7-(8-chloronaphthalen-1-yl)-8-fluoro-2-(((2R,7aS)-2-fluorohexahydro-1H-pyrrolizin-7a-yl)methoxy)-N-((R)-pyrrolidin-3-yl)pyrido[4,3-d]pyrimidin-4-amine ClC=1C=CC=C2C=CC=C(C12)C1=C(C=2N=C(N=C(C2C=N1)N[C@H]1CNCC1)OC[C@]12CCCN2C[C@@H](C1)F)F